C(C1=CC=CC=C1)OCC(=O)OC1C(COC(C(CC(CC(CC(CN(C1C)C)C)C)C)C)=O)C 3,5,6,8,10,12,14-heptamethyl-15-oxo-1-oxa-6-azacyclopentadecan-4-yl 2-(benzyloxy)acetate